N1=CC(=CC=C1)/C=C/C=1C=CC=C2C=CN=C(C12)N[C@H]1CN(CCC1)C(=O)OC(C)(C)C tert-butyl (3R)-3-[[8-[(E)-2-(3-pyridyl)vinyl]-1-isoquinolyl]amino]piperidine-1-carboxylate